C(C)(C)C=1C(=NNC1C=1C=C(C=2N(C1)N=CN2)C)C2CCC(CC2)=O 4-(4-isopropyl-5-(8-methyl-[1,2,4]triazolo[1,5-a]pyridin-6-yl)-1H-pyrazol-3-yl)cyclohexan-1-one